ClC1=C2CCN([C@@H](C2=C(C=C1)OCC1=NOC(=C1C)C)CN1C(CCC1)=O)C(=O)[C@H]1[C@](CCCC1)(C(=O)O)C (1S,2R)-2-((S)-5-chloro-8-((4,5-dimethylisoxazol-3-yl)methoxy)-1-((2-oxopyrrolidin-1-yl)methyl)-1,2,3,4-tetrahydro-isoquinoline-2-carbonyl)-1-methylcyclohexane-1-carboxylic acid